CC1=CC=C(C=C1)C1NC(NC(=C1)[C-]1C=CC=C1)=O.[CH-]1C=CC=C1.[Fe+2] 4-(4-methylphenyl)-6-ferrocenyl-3,4-dihydropyrimidin-2(1H)-one